3-[(1-{[(3R,4R)-1-(3,4'-bipyridin-5-ylcarbonyl)-3-phenylpiperidin-4-yl]carbonyl}-4-hydroxypiperidin-4-yl)methyl]-7-methyl-3,7-dihydro-4H-pyrrolo[2,3-d]pyrimidin-4-one N1=CC(=CC(=C1)C(=O)N1C[C@H]([C@@H](CC1)C(=O)N1CCC(CC1)(O)CN1C=NC2=C(C1=O)C=CN2C)C2=CC=CC=C2)C2=CC=NC=C2